4,4',4''-(1H-imidazole-2,4,5-triyl)tris-pyridine N1C(=NC(=C1C1=CC=NC=C1)C1=CC=NC=C1)C1=CC=NC=C1